2-(3-oxa-8-azabicyclo[3.2.1]oct-8-yl)-5-fluorobenzaldehyde C12COCC(CC1)N2C2=C(C=O)C=C(C=C2)F